ethyl 1-[6-(4-chloroanilino)-2-methylsulfanyl-5-nitro-pyrimidin-4-yl]-4-methyl-piperidine-4-carboxylate ClC1=CC=C(NC2=C(C(=NC(=N2)SC)N2CCC(CC2)(C(=O)OCC)C)[N+](=O)[O-])C=C1